N-(amino(4-(((tert-butyldimethylsilyl)oxy)methyl)-2-(2-hydroxypropan-2-yl)thiazol-5-yl)(oxo)-λ6-sulfaneylidene)-2-(4-cyano-3-fluoro-2,6-diisopropylphenyl)acetamide NS(=NC(CC1=C(C(=C(C=C1C(C)C)C#N)F)C(C)C)=O)(=O)C1=C(N=C(S1)C(C)(C)O)CO[Si](C)(C)C(C)(C)C